9-(3-(phenylthio)-2-(4,4,5,5-tetramethyl-1,3,2-dioxaborolan-2-yl)phenyl)-9H-carbazole C1(=CC=CC=C1)SC=1C(=C(C=CC1)N1C2=CC=CC=C2C=2C=CC=CC12)B1OC(C(O1)(C)C)(C)C